OCCCNC(OC1CCC(CC1)C(N(CC12CCC(CC1)(CC2)C2=CC(=C(C=C2)OC)C)C2=NC=CC(=C2)C=2C=NN(C2)C(C)C)=O)=O 4-((4-(1-Isopropyl-1H-pyrazol-4-yl)pyridin-2-yl)((4-(4-methoxy-3-methylphenyl)bicyclo[2.2.2]octan-1-yl)methyl) carbamoyl)cyclohexyl (3-hydroxypropyl)trans-carbamate